ClC1=NC(=CC(=C1)CN1CCN(CC1)C)Cl 1-((2,6-dichloropyridin-4-yl)methyl)-4-methylpiperazine